C(C)(C)C1=C(C=C(C=C1)C)O (2-Isopropyl-5-methyl-phenol)